2-[4-bromo-2-(4-butoxy-4,5-dihydroisoxazol-3-yl)phenoxy]acetic acid tert-butyl ester C(C)(C)(C)OC(COC1=C(C=C(C=C1)Br)C1=NOCC1OCCCC)=O